4-[2-(cyclopropylamino)-5-(ethylsulfonyl)phenyl]-6-methyl-1,6-dihydro-7H-pyrrolo[2,3-c]pyridin-7-one C1(CC1)NC1=C(C=C(C=C1)S(=O)(=O)CC)C=1C2=C(C(N(C1)C)=O)NC=C2